C(C)(C)(C)OC(=O)C1(CCN(CC1)C1=NC=C(C=C1)C1=NNC=2C1=NC(=C(C2)OC)C2=C(C(=CC=C2)C)C)C (5-(5-(2,3-dimethylphenyl)-6-methoxy-1H-pyrazolo[4,3-b]pyridin-3-yl)pyridin-2-yl)-4-methylpiperidine-4-carboxylic acid tert-butyl ester